4-(aminomethyl)-6-[5-(1,3-dichloro-2-naphthyl)-1-methyl-pyrazol-4-yl]-2H-phthalazin-1-one NCC1=NNC(C2=CC=C(C=C12)C=1C=NN(C1C1=C(C2=CC=CC=C2C=C1Cl)Cl)C)=O